C(=C)C(C(=O)O)CC.C(CCC)(=O)OC=C vinyl butyrate (vinyl butyrate)